FC=1C(=NC(=NC1)NC1CCC(CC1)C(=O)OC)C1=CC(=CC=C1)N1C(C=CC(=C1)C)=O methyl (1r,4r)-4-((5-fluoro-4-(3-(5-methyl-2-oxopyridin-1(2H)-yl)phenyl)pyrimidin-2-yl)amino)cyclohexane-1-carboxylate